Cl.N[C@H]1CN(CCCC1)C1=NN(C(C2=CC=CC=C12)=O)C1=CC=C(C=C1)F (R)-4-(3-Aminoazepan-1-yl)-2-(4-fluorophenyl)phthalazin-1(2H)-one-hydrochloride